methacryloxyethyl-2-methyl-2-propyloxazolidine C(C(=C)C)(=O)OCCN1C(OCC1)(CCC)C